C(/C)=C\1/C[C@H]2[C@@H]3CCCO[C@@H]3[C@@H]1C2 |r| (1RS,2SR,7SR,8SR,10E)-10-ethylidene-3-oxatricyclo[6.2.1.0~2,7~]undecan